ClC=1C(=NC(=NC1)NC=1C(=NC(=CC1)N1CCC(CC1)N1CCN(CC1)C)OC)N(S(=O)(=O)C)C1=C(C=CC=C1)NS(=O)(=O)C N-(5-chloro-2-((2-methoxy-6-(4-(4-methylpiperazin-1-yl)piperidin-1-yl)pyridin-3-yl)amino)pyrimidin-4-yl)-N-(2-(methylsulfonamido)phenyl)methanesulfonamide